N-(1-carbamoyl-2-phenylethyl)-N-ethylbutyramide C(N)(=O)C(CC1=CC=CC=C1)N(C(CCC)=O)CC